N,N-diethyl-ethenamine C(C)N(C=C)CC